((3aR,5R,6R,6aR)-6-ethynyl-6-hydroxy-2,2-dimethyltetrahydrofuro[2,3-d][1,3]dioxol-5-yl)methyl benzoate C(C1=CC=CC=C1)(=O)OC[C@@H]1[C@]([C@@H]2[C@@H](OC(O2)(C)C)O1)(O)C#C